(4-(2-(4-Aminopyrimidin-5-yl)-5-(5-fluoropyridin-2-yl)-3H-imidazo[4,5-b]pyridin-3-yl)phenyl)methanol NC1=NC=NC=C1C1=NC=2C(=NC(=CC2)C2=NC=C(C=C2)F)N1C1=CC=C(C=C1)CO